CN(S(=O)(=O)C(F)(F)F)C N,N-dimethyl-trifluoromethylsulfonamide